2-((R)-6-amino-5,6-dihydrospiro[cyclopenta[b]pyridin-7,4'-piperidin]-1'-yl)-5-(2,3-dichlorophenyl)-6-methylpyrimidine-4-carbonitrile N[C@@H]1CC=2C(=NC=CC2)C12CCN(CC2)C2=NC(=C(C(=N2)C#N)C2=C(C(=CC=C2)Cl)Cl)C